[N-]=C=O.C(C=C)(=O)OCC1C(CCCC1)COC(C=C)=O 1,2-di(acryloxymethyl)cyclohexane isocyanate